2,5-Dioxopyrrolidin-1-yl N-[4-(11,12-didehydrodibenzo[b,f]azocin-5(6H)-yl)-4-oxobutanoyl]glycylglycyl-L-valyl-N5-carbamoyl-L-ornithinate C1=CC=CC=2N(CC3=C(C#CC21)C=CC=C3)C(CCC(=O)NCC(=O)NCC(=O)N[C@@H](C(C)C)C(=O)N[C@@H](CCCNC(N)=O)C(=O)ON3C(CCC3=O)=O)=O